O1C=CC2=C1C=C(C=C2)S(=O)(=O)N2CCC1(CCC(C1)N1CC3(COC3)C1)CC2 6-(8-(benzofuran-6-ylsulfonyl)-8-azaspiro[4.5]decan-2-yl)-2-oxa-6-azaspiro[3.3]heptane